CN(C1=CC(=C(C=N1)C=1C(=NN2C1N=C(C=C2N(C)CC2=CC=C(C=C2)C=2C=C(C(=O)N)C=CC2)C)C)C)C 3-{4-[({3-[6-(dimethylamino)-4-methylpyridin-3-yl]-2,5-dimethylpyrazolo[1,5-a]pyrimidin-7-yl}(methyl)amino)methyl]phenyl}benzamide